Natrium Glyceryl Behenate C(CCCCCCCCCCCCCCCCCCCCC)(=O)OCC(O)CO.[Na]